C(\C=C/C(=O)O)(=O)O.C(C(C)O)O propylene glycol mono-maleate